C1(=CC(=CC=C1)C1=NC(=NC(=N1)C1=CC=CC=C1)C1=CC(=CC=C1)C=1C2=CC=CC=C2C(=C2C=CC=CC12)C1=CC=CC=C1)C1=CC=CC=C1 2-([1,1'-biphenyl]-3-yl)-4-phenyl-6-(3-(10-phenylanthracen-9-yl)phenyl)-1,3,5-triazine